BrC1=C(C(=CC=C1)C1=CC=NO1)O 2-bromo-6-(5-isoxazolyl)phenol